4-((3-(N,N-DiBocamino)propyl)oxy)aniline C(=O)(OC(C)(C)C)N(C(=O)OC(C)(C)C)CCCOC1=CC=C(N)C=C1